2-[4-(Difluoromethyl)-3-[4-(2-hydroxyethoxy)piperidin-1-carbonyl]-5,6-dihydro-4H-cyclopenta[c]pyrazol-1-yl]-1-[4-(2,3-dimethylphenyl)piperazin-1-yl]ethanon FC(C1CCC=2N(N=C(C21)C(=O)N2CCC(CC2)OCCO)CC(=O)N2CCN(CC2)C2=C(C(=CC=C2)C)C)F